ClC1=C(C=CC=C1)C(C(=O)OC)(C)O methyl 2-(2-chloro-phenyl)-2-hydroxy-propionate